C(=O)OCC1(CCC(CC1)OC)NC(CC1=C(C=CC(=C1)C)C)=O 1-[2-(2,5-dimethylphenyl) acetamido]-4-methoxycyclohexylmethyl formate